C(C)(C)(C)OC(=O)N[C@H](C(=O)OCC#N)CC1=NC2=C(N1C)C=CC(=C2)C#N Cyanomethyl (S)-2-((tert-butoxycarbonyl)amino)-3-(5-cyano-1-methyl-1H-benzo[d]imidazol-2-yl)propanoate